COC=1C=C(C=C(C1OC)OC)C1=CNC2=NC=CC=C21 3-(3,4,5-trimethoxyphenyl)-1H-pyrrolo[2,3-b]pyridine